2-(4-(Diethylamino)phenyl)-7-(4-hydroxyphenyl)-4-methylthieno[3,2-b]pyridin C(C)N(C1=CC=C(C=C1)C1C=C2N(C=CC(=C2S1)C1=CC=C(C=C1)O)C)CC